5-(3-(((S)-1-(1H-tetrazol-1-yl)propan-2-yl)oxy)-4-chlorophenyl)-N-(3-(2-methoxyethoxy)-1-((1r,4r)-4-morpholinylcyclohexyl)-1H-pyrazol-4-yl)pyrimidin-2-amine N1(N=NN=C1)C[C@H](C)OC=1C=C(C=CC1Cl)C=1C=NC(=NC1)NC=1C(=NN(C1)C1CCC(CC1)N1CCOCC1)OCCOC